3-((4-amino-1-methyl-7-(1H-pyrazol-3-yl)-1H-imidazo[4,5-d]thieno[3,2-b]pyridin-2-yl)amino)propan-1-ol NC1=C2C(=C3C(=N1)C=C(S3)C3=NNC=C3)N(C(=N2)NCCCO)C